C(=O)(O)C=1C=CC=2N(C3=CC=C(C=C3C2C1)C(=O)O)CCCCCC 3,6-dicarboxyl-N-hexyl-carbazole